CN(C(OC(C)(C)C)=O)[C@@H]1COC2=C1C=CC(=C2)C=C tert-butyl (S)-methyl(6-vinyl-2,3-dihydrobenzofuran-3-yl)carbamate